N-((5-chloro-6-((3-methylisoxazol-5-yl)methoxy)-1H-indol-2-yl)methyl)-2-methoxypropanamide ClC=1C=C2C=C(NC2=CC1OCC1=CC(=NO1)C)CNC(C(C)OC)=O